[Na].OCC=1SC=CC1 2-(hydroxymethyl)thiophene sodium salt